trans-N-(2-(3-(dimethylamino)-4-fluoropyrrolidin-1-yl)-4-fluoro-5-(2-morpholinopyrimidin-5-yl)phenyl)-1-methyl-6-oxo-4-(trifluoromethyl)-1,6-dihydropyridine-3-carboxamide CN([C@@H]1CN(C[C@H]1F)C1=C(C=C(C(=C1)F)C=1C=NC(=NC1)N1CCOCC1)NC(=O)C1=CN(C(C=C1C(F)(F)F)=O)C)C